n-methyl-3-(1H-pyrrol-1-yl)propane-1-amine CNCCCN1C=CC=C1